C(C=C)(=O)N1C[C@@H](O[C@H](C1)CN(C)C)C1=CC(=NC(=C1)Cl)C1=CC(=NC=N1)C(=O)NC 6-(4-((2s,6S)-4-acryloyl-6-((dimethylamino)methyl)morpholin-2-yl)-6-chloropyridin-2-yl)-N-methylpyrimidine-4-carboxamide